FC1(CC(C1)N1C=NC(=C1C=1C=CC=2N(N1)C(=CN2)C(=O)N)C2=CC=C(C=C2)F)F 6-(1-(3,3-difluorocyclobutyl)-4-(4-fluoro-phenyl)-1H-imidazol-5-yl)imidazo[1,2-b]pyridazine-3-carboxamide